2-(4-chlorophenyl)-4-(3,5-dimethylphenyl)-6-phenyl-1,3,5-triazine ClC1=CC=C(C=C1)C1=NC(=NC(=N1)C1=CC(=CC(=C1)C)C)C1=CC=CC=C1